rac-tert-butyl (3R,4R)-4-(((6-(cyclopropyl (4-(trifluoromethyl) benzyl) amino)-5-fluoropyrimidin-4-yl) amino) methyl)-3-hydroxypiperidine-1-carboxylate C1(CC1)N(C1=C(C(=NC=N1)NC[C@@H]1[C@H](CN(CC1)C(=O)OC(C)(C)C)O)F)CC1=CC=C(C=C1)C(F)(F)F |r|